N1=CC(=CC=C1)OCC1(CC=CCC1)C(=O)O 1-((pyridin-3-yloxy)methyl)cyclohex-3-enecarboxylic acid